ClC1=CC(=C(COC2=CC=CC(=N2)C2CCN(CC2)CC2=NC3=C(N2CC(C)OCC)C=C(C=C3)C(=O)O)C=C1)F 2-[(4-{6-[(4-chloro-2-fluorobenzyl)oxy]pyridin-2-yl}piperidin-1-yl)methyl]-1-(2-ethoxypropyl)-1H-benzimidazole-6-carboxylic acid